[(2S,3S,4E,6R)-3-methyl-12-oxo-2-[(2E,4E,6S)-6-pyridin-2-ylhepta-2,4-dien-2-yl]-1-oxacyclododec-4-en-6-yl] N,N-dimethylcarbamate CN(C(O[C@H]1/C=C/[C@@H]([C@H](OC(CCCCC1)=O)\C(\C)=C\C=C\[C@H](C)C1=NC=CC=C1)C)=O)C